C(CCCC)N1N=CC(=N1)C1=CC=CC=C1 2-pentyl-4-phenyl-2H-1,2,3-triazole